NC=1C(C2=CC=CC(=C2C(C1)=O)OC)=O 2-amino-5-methoxy-1,4-naphthoquinone